NC1=CC=C(C=N1)[C@H]1N(C[C@@H](CC1)C)C(C(=O)NC=1C=C(C=NC1)C(=O)N)=O |o1:7,10| Rel-5-[[2-[(2S,5R)-2-(6-amino-3-pyridyl)-5-methyl-1-piperidyl]-2-oxo-acetyl]amino]pyridine-3-carboxamide